ClC1=CC(=CC=2N=C(OC21)C=2C(=C(C=CC2)C2=C(C(=CC=C2)C=2SC=1CN(CCC1N2)C(=O)OC(C)(C)C)C)C)C=O tert-butyl 2-(3'-(7-chloro-5-formylbenzo[d]oxazol-2-yl)-2,2'-dimethyl-[1,1'-biphenyl]-3-yl)-6,7-dihydrothiazolo[5,4-c]pyridine-5(4H)-carboxylate